NC1=CN=NC2=CC(=CC=C12)C=1C=C(C=CC1C1=NNC=N1)B(O)O [3-(4-aminocinnolin-7-yl)-4-(1H-1,2,4-triazol-3-yl)phenyl]boronic acid